ClC=1C=C(C=CC1C#N)NC(CC(CC(=O)NC=1C=C2C(N(C(N(C2=CC1)CC)=O)CCCOC)=O)C)=O N-(3-chloro-4-cyanophenyl)-N'-(1-ethyl-3-(3-methoxypropyl)-2,4-dioxo-1,2,3,4-tetrahydroquinazolin-6-yl)-3-methylpentanediamide